nitrodiphenyl-acetylene [N+](=O)([O-])C1=C(C=CC=C1)C#CC1=CC=CC=C1